C(CCCCCCCCCCCCCCCCCCCCCC)S(=O)(=O)[O-].[Na+] sodium tricosansulfonate